FC(C(=O)[O-])(F)F.ClCC=1C=C(CO[NH3+])C=C(C1)CCl O-(3,5-bis(chloromethyl)benzyl)hydroxylammonium 2,2,2-trifluoroacetate